COC=1C=C(C=CC1OC)C1=CC=2N(C(=N1)NC1=NC=CC=C1C(=O)N)C=CN2 2-[[7-(3,4-dimethoxyphenyl)imidazo[1,2-c]pyrimidin-5-yl]amino]-3-pyridinecarboxamide